3-((2-(tert-Butoxy)-2-oxoethyl)(tetradecyl)amino)propyl (Z)-dec-3-enoate C(C\C=C/CCCCCC)(=O)OCCCN(CCCCCCCCCCCCCC)CC(=O)OC(C)(C)C